1-((3S,5R)-1-acryloyl-5-(methoxymethyl)pyrrolidin-3-yl)-3-((6-chloro-1-cyclopropyl-2-methyl-1H-benzo[d]imidazol-5-yl)ethynyl)-5-(methylamino)-1H-pyrazole-4-carboxamide C(C=C)(=O)N1C[C@H](C[C@@H]1COC)N1N=C(C(=C1NC)C(=O)N)C#CC1=CC2=C(N(C(=N2)C)C2CC2)C=C1Cl